C12OCC(C1)(C2)C2=NC(=CC(=N2)NC2=C(C=NC(=C2)NC(C)=O)C2=NC=C(C=C2)C(C)OC)C N-(4'-((2-(2-oxabicyclo[2.1.1]hexan-4-yl)-6-methylpyrimidin-4-yl)amino)-5-(1-methoxyethyl)-[2,3'-bipyridin]-6'-yl)acetamide